2-(6-(3-chlorophenyl)-1,1-dioxido-1,2,6-thiadiazinan-2-yl)-N-(5-hydroxyadamantan-2-yl)acetamide ClC=1C=C(C=CC1)N1CCCN(S1(=O)=O)CC(=O)NC1C2CC3CC(CC1C3)(C2)O